(4-((2-((2,4-Difluorophenoxy)methyl)pyrimidin-4-yl)oxy)piperidin-1-yl)propanoic acid FC1=C(OCC2=NC=CC(=N2)OC2CCN(CC2)C(C(=O)O)C)C=CC(=C1)F